8-({(1R)-1-[3,5-bis(trifluoromethyl)phenyl]ethoxy}methyl)-8-phenyl-1,7-diazaspiro[4.5]decan-2-one FC(C=1C=C(C=C(C1)C(F)(F)F)[C@@H](C)OCC1(NCC2(CCC(N2)=O)CC1)C1=CC=CC=C1)(F)F